C(C)(C)OC(=S)SC(C(=O)OC(C)(C)C)SC(=S)OC(C)C tert-butyl 2,2-bis(isopropoxycarbothioylsulfanyl)acetate